titanium tetra-n-butoxide [O-]CCCC.[O-]CCCC.[O-]CCCC.[O-]CCCC.[Ti+4]